(2S,5R)-N-(cyclopropylmethoxy)-6-hydroxy-3-methyl-7-oxo-1,6-diazabicyclo[3.2.1]oct-3-ene-2-carboxamide C1(CC1)CONC(=O)[C@H]1N2C(N([C@H](C=C1C)C2)O)=O